2-[6-[3-(Difluoromethyl)-4-fluoro-phenyl]pyrazolo[4,3-b]pyridin-1-yl]-N-(2-hydroxyethyl)-N-methyl-acetamide FC(C=1C=C(C=CC1F)C=1C=C2C(=NC1)C=NN2CC(=O)N(C)CCO)F